tert-butyl 3-(3-amino-6-chloropyridazin-4-yl)-3,8-diazabicyclo[3.2.1]octane-8-carboxylate NC=1N=NC(=CC1N1CC2CCC(C1)N2C(=O)OC(C)(C)C)Cl